(S)-(9H-fluoren-9-yl)methyl (2-(3-(N,N-dimethylsulfamoyl)benzamido)-3-oxo-3-((4-phenylthiazol-2-yl)amino)propyl)carbamate CN(S(=O)(=O)C=1C=C(C(=O)N[C@@H](CNC(OCC2C3=CC=CC=C3C=3C=CC=CC23)=O)C(NC=2SC=C(N2)C2=CC=CC=C2)=O)C=CC1)C